CC(=C)[C@@H]1C[C@@H](CC[C@@]1(C)C=C)C(C)(C)O The molecule is a sesquiterpenoid that is isopropanol which is substituted at position 2 by a (3S,4S)-3-isopropenyl-4-methyl-4-vinylcyclohexyl group. It has a role as a fragrance and a plant metabolite. It is a sesquiterpenoid, a tertiary alcohol and an olefinic compound.